NC1=NC=NN2C1=CC=C2[C@]2(O[C@@H]([C@H]([C@H]2OCC2=CC=CC=C2)OCC2=CC=CC=C2)COCC2=CC=CC=C2)C#N (2S,3R,4R,5R)-2-(4-aminopyrrolo[2,1-f][1,2,4]triazin-7-yl)-3,4-bis(benzyloxy)-5-((benzyloxy)methyl)tetrahydrofuran-2-carbonitrile